zinc perbromic acid Br(=O)(=O)(=O)O.[Zn]